NC1=C(C=CC=C1)NC(=O)C1=CC=C(C=C1)NC(CCCCCCCCOCC(=O)N[C@H](C(=O)N1C(CC(C1)O)C(=O)NCC1=CC=C(C=C1)C1=C(N=CS1)C)C(C)(C)C)=O ((S)-2-(2-((9-((4-((2-aminophenyl)carbamoyl)phenyl)amino)-9-oxononyl)oxy)acetamido)-3,3-dimethylbutanoyl)-4-hydroxy-N-(4-(4-methylthiazol-5-yl)benzyl)pyrrolidine-2-carboxamide